O1COC2=C1C=CC(=C2)CC(C)NC(OC(C)(C)C)=O tert-butyl N-[1-(2H-1,3-benzodioxol-5-yl)propan-2-yl]carbamate